C12CCC(CC1)N2CC2=C(CNC1=C(C(=C(C=C1)S(=O)(=O)NC=1N=CSC1)F)C)C(=CC=C2)F 4-((2-((7-azabicyclo[2.2.1]heptan-7-yl)methyl)-6-fluorobenzyl)amino)-2-fluoro-3-methyl-N-(thiazol-4-yl)benzenesulfonamide